3-(4-(difluoromethoxy)-2,3-difluorophenyl)-4,5-dimethyl-5-(trifluoromethyl)tetrahydrofuran-2-carboxylic acid FC(OC1=C(C(=C(C=C1)C1C(OC(C1C)(C(F)(F)F)C)C(=O)O)F)F)F